methyltricaprylylammonium hydrogen sulphate S(=O)(=O)(O)[O-].C[N+](C(CCCCCCC)=O)(C(CCCCCCC)=O)C(CCCCCCC)=O